4-((3-chlorobenzyl)amino)-2-(4-(2-(dimethylamino)ethyl)piperazin-1-yl)Quinoline ClC=1C=C(CNC2=CC(=NC3=CC=CC=C23)N2CCN(CC2)CCN(C)C)C=CC1